N-(3-hydroxypyridin-2-yl)pyridine diethyl-pentanedioate C(C)OC(CCCC(=O)OCC)=O.OC=1C(=NC=CC1)N1CC=CC=C1